δ-bilirubin CC1=C(NC(=C1CCC(=O)O)CC2=C(C(=C(N2)/C=C\3/C(=C(C(=O)N3)C)C=C)C)CCC(=O)O)/C=C\4/C(=C(C(=O)N4)C=C)C